CS(=O)(=O)N1CC2C(C(C1)C2)CC2=CC=C(C=C2)NC(OCC2=CN=CO2)=O oxazol-5-ylmethyl (4-((3-(methylsulfonyl)-3-azabicyclo[3.1.1]heptan-6-yl)methyl)phenyl)carbamate